Arachidylarachidat C(CCCCCCCCCCCCCCCCCCC)OC(CCCCCCCCCCCCCCCCCCC)=O